ClC=1C(=NC(=NC1)NC=1C=C(C(=O)NC2CNCCC2)C=CC1)NCC1=C(C=CC=C1F)F 3-({5-chloro-4-[(2,6-difluorobenzyl)amino]pyrimidin-2-yl}amino)-N-(piperidin-3-yl)benzamide